5-acetyl-3-amino-6-methylbenzene-1,2,4-tricarboxylic acid C(C)(=O)C1=C(C(=C(C(=C1C)C(=O)O)C(=O)O)N)C(=O)O